1-aminoundecane NCCCCCCCCCCC